4-((difluoromethoxy)methyl)-1,2,5-oxadiazole-3-carboxylic acid FC(OCC=1C(=NON1)C(=O)O)F